N-(1-cyanocyclopropyl)propanamide decyl-N,N-dimethylaminoacetate C(CCCCCCCCC)OC(CN(C)C)=O.C(#N)C1(CC1)NC(CC)=O